C(C)(C)(C)OC(C1=CC(=NC(=C1)C(NC)=O)CC1=C2C=NNC2=CC=C1)=O 2-((1H-indazol-4-yl)methyl)-6-(methylcarbamoyl)isonicotinic acid tert-butyl ester